O=C1N(CC2=CC=CC=C12)C1C(NC(CC1)=O)=O 3-(1-OXOISOINDOLIN-2-YL)PIPERIDINE-2,6-DIONE